tetrahydro-2H-pyran-3,4,5-triacetate O1CC(C(C(C1)CC(=O)[O-])CC(=O)[O-])CC(=O)[O-]